Tert-butyl 4-(5-fluoro-2-((1-methyl-1H-pyrazol-4-yl) amino) pyrimidin-4-yl)-2-methylbenzylcarbamate FC=1C(=NC(=NC1)NC=1C=NN(C1)C)C1=CC(=C(CNC(OC(C)(C)C)=O)C=C1)C